C1(=CC=C(C=C1)N(C1=CC=CC=2OC3=C(C21)C=C(C=C3)C=3C=CC=2N(C1=CC=CC=C1C2C3)C3=CC=CC=C3)C3=CC=CC=2C(C1=CC=CC=C1C32)(C)C)C3=CC=CC=C3 Biphenyl-4-yl-(9,9-dimethyl-9H-fluoren-4-yl)-[8-(9-phenyl-9H-carbazol-3-yl)dibenzofuran-1-yl]amine